2-azaspiro[3.5]nonane-7-carbaldehyde C1NCC12CCC(CC2)C=O